CCC(=O)N(C1=CC=CC=C1)C2(CCN(CC2)CCC3=CC=CC=C3)COC N-[4-(Methoxymethyl)-1-(2-phenylethyl)piperidin-4-yl]-N-phenylpropanamide